triethoxy(3-phenanthryl)silane C(C)O[Si](C=1C=CC=2C=CC3=CC=CC=C3C2C1)(OCC)OCC